tert-butyl 2-(4-bromopyrazol-1-yl)-7-azaspiro[3.5]nonane-7-carboxylate BrC=1C=NN(C1)C1CC2(C1)CCN(CC2)C(=O)OC(C)(C)C